C(C1=CC=CC=C1)(C1=CC=CC=C1)(C1=CC=CC=C1)OCC(C)O 3-(trityloxy)propan-2-ol